2-((S)-1-(4-(6-((4-cyano-2-fluorobenzyl)oxy)pyridin-2-yl)-3-oxopiperazine-1-yl)ethyl)-1-(((S)-oxetan-2-yl)methyl)-1H-benzo[d]imidazole-6-carboxylic acid C(#N)C1=CC(=C(COC2=CC=CC(=N2)N2C(CN(CC2)[C@@H](C)C2=NC3=C(N2C[C@H]2OCC2)C=C(C=C3)C(=O)O)=O)C=C1)F